1-(2-iodoacetyl)-pyrrolidine-2-formamide ICC(=O)N1C(CCC1)C(=O)N